(R)-(1-(3-(3-(3-(azetidin-1-yl)-2-cyano-3-oxoprop-1-en-1-yl)phenoxy)propaneAmido)-2-phenylethyl)boronic acid N1(CCC1)C(C(=CC=1C=C(OCCC(=O)N[C@@H](CC2=CC=CC=C2)B(O)O)C=CC1)C#N)=O